ClC=1C=C2C=C(NC2=C(C1OC)Cl)CNC(OC(C)(C)C)=O tert-butyl ((5,7-dichloro-6-methoxy-1H-indol-2-yl)methyl)carbamate